Cl.F[C@@H]1C[C@H](NC1)C(=O)NCC1CN(CC1)CC(F)(F)F (2S,4R)-4-fluoro-N-((1-(2,2,2-trifluoroethyl)pyrrolidin-3-yl)methyl)pyrrolidine-2-carboxamide hydrochloride